ClC1=CC=C(C=C1)C1=C(C=CC=C1)CN1CC(N(CC1)CC=1C=C2CN(C(C2=CC1)=O)C1C(NC(CC1)=O)=O)C(F)(F)F 3-(5-((4-((4'-chloro-[1,1'-biphenyl]-2-yl)methyl)-2-(trifluoromethyl)piperazin-1-yl)methyl)-1-oxoisoindolin-2-yl)piperidine-2,6-dione